2-acryloylAmino-2-methylpropylphosphonic acid C(C=C)(=O)NC(CP(O)(O)=O)(C)C